COC(CCCCC\C=C\C=1C2=C(C(=NC1)N)C(=NN2[C@H]2C[C@@H](CCC2)NC(=O)OC(C)(C)C)C2=CC=C(C=C2)C(NC2=NC=CC(=C2)C(F)(F)F)=O)=O (E)-8-[4-amino-1-[(1R,3R)-3-(tert-Butoxycarbonylamino)cyclohexyl]-3-[4-[[4-(trifluoromethyl)-2-pyridinyl]carbamoyl]phenyl]pyrazolo[4,3-c]pyridin-7-yl]oct-7-enoic acid methyl ester